P(S)(S)(S)=S tetrathiophosphoric acid